C(C)(C)(C)OC(=O)N[C@H](CC1=CN(C2=CC=CC=C12)C)C(=O)OCCC1CCOCC1 2-(tetrahydro-2H-pyran-4-yl)ethyl Nα-(tert-butoxycarbonyl)-1-methyl-D-tryptophanate